propyl L-seryl-L-prolinate N[C@@H](CO)C(=O)N1[C@@H](CCC1)C(=O)OCCC